O=C1NC(CCC1N1C(C2=CC=C(C=C2C1)NC(=O)N1[C@@H](CC2=CC(=CC=C12)F)C)=O)=O (2R)-N-(2-(2,6-dioxopiperidin-3-yl)-1-oxoisoindolin-5-yl)-5-fluoro-2-methylindoline-1-carboxamide